cyanomethyl p-toluenesulfonate CC1=CC=C(C=C1)S(=O)(=O)OCC#N